2-methyl-7-methoxychromone CC=1OC2=CC(=CC=C2C(C1)=O)OC